(2-chloro-5-cyanophenyl)-3-{[(3R)-piperidin-3-ylcarbonyl]amino}-1H-indazole-1-carboxylic acid propan-2-yl ester hydrochloride Cl.CC(C)OC(=O)N1N=C(C2=C(C=CC=C12)C1=C(C=CC(=C1)C#N)Cl)NC(=O)[C@H]1CNCCC1